4-((7-((1R,5S,6s)-3-azabicyclo[3.1.0]hexan-6-ylethynyl)-6-nitroquinazolin-4-yl)amino)-2-chlorophenol [C@@H]12CNC[C@H]2C1C#CC1=C(C=C2C(=NC=NC2=C1)NC1=CC(=C(C=C1)O)Cl)[N+](=O)[O-]